5-(1-(4-Methoxybenzyl)-1H-pyrazol-4-yl)-6'-(((1S,3S)-3-((5-methylpyrazin-2-yl)amino)cyclopentyl)amino)-2H-[1,3'-bipyridin]-2-one COC1=CC=C(CN2N=CC(=C2)C=2C=CC(N(C2)C=2C=NC(=CC2)N[C@@H]2C[C@H](CC2)NC2=NC=C(N=C2)C)=O)C=C1